1-phenyl-undecane-1,11-diol C1(=CC=CC=C1)C(CCCCCCCCCCO)O